CC=1N=CC(=NC1)N1CC(CCC1)NCC1=CC(=NC=C1)C 1-(5-methylpyrazin-2-yl)-N-[(2-methylpyridin-4-yl)methyl]piperidin-3-amine